2-hydroxy-3-morpholinopropane-sulfonic acid OC(CS(=O)(=O)O)CN1CCOCC1